2-chloro-6-(methoxymethyl)-4-(3-methyl-1-(4-methyl-4H-1,2,4-triazol-3-yl)cyclobutyl)pyridine ClC1=NC(=CC(=C1)C1(CC(C1)C)C1=NN=CN1C)COC